3-(2-methyltetrazol-5-yl)-N-[2-(10-oxo-6-propoxy-1,5,11-triazatricyclo[7.4.0.02,7]trideca-2,4,6,8-tetraen-11-yl)ethyl]benzamide CN1N=C(N=N1)C=1C=C(C(=O)NCCN2C(C3=CC4=C(N=CC=C4N3CC2)OCCC)=O)C=CC1